C(C)(=O)C1=NN(C(C1C(=O)NC1=CC(=CC=C1)C(CC)(F)F)=O)C1=CC=C(C=C1)OC 3-acetyl-N-(3-(1,1-difluoropropyl)phenyl)-1-(4-methoxyphenyl)-5-oxo-4,5-dihydro-1H-pyrazole-4-carboxamide